BrC=1C=2N(C=C(C1)S(=O)(=N)CC)N=CC2C#N 4-bromo-6-(ethylsulphonimidoyl)pyrazolo[1,5-a]pyridine-3-carbonitrile